C(CCCCC)C(C(=O)OCCCCN(C)C(CCCCCO[Si](C(C)(C)C)(C1=CC=CC=C1)C1=CC=CC=C1)CCCCCOC(CN(C(C(CCCCCCCC)CCCCCC)=O)C)=O)CCCCCCCC 4-((21-hexyl-2,2,19-trimethyl-17,20-dioxo-3,3-diphenyl-4,16-dioxa-19-aza-3-silanonacos-an-10-yl)(methyl)amino)butyl 2-hexyldecanoate